(Z)-3-amino-3-cyclobutyl-acrylic acid methyl ester COC(\C=C(\C1CCC1)/N)=O